3,6-dimethylpiperazine-2,5-dione CC1C(NC(C(N1)=O)C)=O